5-bromo-2-methylthiazole BrC1=CN=C(S1)C